para-anisyl formate C(=O)OCC1=CC=C(C=C1)OC